C(C)OC1=C(C=NC=C1F)C1CN(C1)C(=O)[C@@H]1CC[C@H]2N1C([C@H](CCC2)NC(=O)C2=CC1=C(S2)C=CC(=C1)[C@@H](F)P(O)(O)=O)=O ((S)-(2-(((3S,6S,9aS)-3-(3-(4-ethoxy-5-fluoropyridin-3-yl)azetidine-1-carbonyl)-5-oxooctahydro-1H-pyrrolo[1,2-a]azepin-6-yl)carbamoyl)benzo[b]thiophen-5-yl)fluoromethyl)phosphonic acid